5-Propyl-2-(1-tetrahydropyran-4-ylpyrazol-4-yl)-3H-imidazo[2,1-b]purin-4-on C(CC)N1C=2N(C=3N=C(NC3C1=O)C=1C=NN(C1)C1CCOCC1)C=CN2